FC(C(=O)OC1=CC=C(C=C1)[N+](=O)[O-])(F)F 4-nitrophenyl Trifluoroacetate